CC1=C(C(=O)NC2=CC=C(C=C2)N2C3=C(NC(CC2=O)=O)C2=CC=CC=C2C=C3)C=CC=C1 5-[4-(2-methylbenzoyl)aminophenyl]-1H-naphtho[1,2-b][1,4]diazepine-2,4(3H,5h)-dione